ClC1=CC=C(C=C1)C(C(=O)N[C@@H](C(C)C)C(=O)N[C@H](CCC(=O)O)C(=O)O)OC (2-(4-chlorophenyl)-2-methoxyacetyl)-L-valyl-D-glutamic acid